6-chloro-2-(chloromethyl)-4-methylnicotinic acid ethyl ester C(C)OC(C1=C(N=C(C=C1C)Cl)CCl)=O